FC1=C(C=CC(=C1)F)[C@H](C)N1C(CCC1=O)=O 1-[(1S)-1-(2,4-difluorophenyl)ethyl]pyrrolidine-2,5-dione